CN1N=CC(=C1)NC1=CC2=C(C=N1)C=C(N2)C2=CC(=NC=C2)C#N 4-(6-(1-methyl-1H-pyrazol-4-ylamino)-1H-pyrrolo[3,2-c]pyridin-2-yl)pyridinecarbonitrile